ClC1=CC(=NC(=N1)C)NC=1SC(=CN1)C(=O)NC1=C(SC=C1C(F)(F)F)Cl 2-((6-chloro-2-methylpyrimidin-4-yl)amino)-N-(2-chloro-4-(trifluoromethyl)thiophen-3-yl)thiazole-5-carboxamide